4-iodo-3-methoxy-2-(2-trimethylsilylethoxymethyl)-3,4-dihydropyrazole-5-carboxylic acid ethyl ester C(C)OC(=O)C=1C(C(N(N1)COCC[Si](C)(C)C)OC)I